C(C)C(=CC=C)C(CCC)CC 4,5-diethyl-1,3-octa-diene